C(=O)(OCC1C2=CC=CC=C2C2=CC=CC=C12)CC(C)(N)N Fmocdiaminopropane